tert-butyl (S)-3-(2-ethoxy-2-oxoethyl)piperazine-1-carboxylate C(C)OC(C[C@H]1CN(CCN1)C(=O)OC(C)(C)C)=O